3-(3-((6-((2,6-dichloropyridin-4-yl)methoxy)pyridin-3-yl)methyl)isoxazol-5-yl)pyridin-2-amine ClC1=NC(=CC(=C1)COC1=CC=C(C=N1)CC1=NOC(=C1)C=1C(=NC=CC1)N)Cl